ClC=1C(=NC=C(C1)C(F)F)N1C[C@@H](CC1)NC(OC(C)(C)C)=O (R)-tert-butyl (1-(3-chloro-5-(difluoromethyl)pyridin-2-yl)pyrrolidin-3-yl)carbamate